C(CCCCCCC(=O)OCC(COC(CCCCCCC(=O)OCCCCCCCCC)=O)(CO)CO)(=O)OCCCCCCCCC O8-[2,2-bis(hydroxymethyl)-3-(8-nonoxy-8-oxo-octanoyl)oxy-propyl] O1-nonyl octanedioate